3-bromo-6-(decyloxy)thieno[3,2-b]thiophene BrC=1C2=C(SC1)C(=CS2)OCCCCCCCCCC